N-(6-amino-5-methyl-3-pyridyl)-2-[(2S,5S)-5-methyl-2-(2-oxo-4-piperidyl)-1-piperidyl]-2-oxo-acetamide NC1=C(C=C(C=N1)NC(C(=O)N1[C@@H](CC[C@@H](C1)C)C1CC(NCC1)=O)=O)C